trans-racemic-N-BOC-3-hydroxyl-4-aminopiperidine C(=O)(OC(C)(C)C)N1C[C@H]([C@@H](CC1)N)O |r|